BrC1=C(C=CC(=C1F)Cl)OC(F)F 2-bromo-4-chloro-1-(difluoromethoxy)-3-fluorobenzene